O=C1NC(CCC1NC1=CC(=C(C=C1OC)C1CCN(CC1)CC(=O)OC(C)(C)C)F)=O tert-butyl 2-[4-[4-[(2,6-dioxo-3-piperidyl)amino]-2-fluoro-5-methoxy-phenyl]-1-piperidyl]acetate